2-((8-methoxy-6-oxo-6H-benzo[c]chromen-3-yl)oxy)-N-(pyrazin-2-ylmethyl)acetamide COC=1C=CC2=C(C(OC3=CC(=CC=C23)OCC(=O)NCC2=NC=CN=C2)=O)C1